C1(=CC=CC=C1)P(C1(C(=C2C=CC=CC2=CC1)C1=CC=CC2=CC=CC=C12)P(C1=CC=CC=C1)C1=CC=CC=C1)C1=CC=CC=C1 2,2-Bis(diphenylphosphino)-1,1-binaphthyl